[Fe].C(=C)C=C vinyl-ethylene iron